(11R)-6-(6,6-Dimethylcyclohexen-1-yl)-11-isobutyl-2,2-dioxo-9-oxa-2λ6-thia-3,5,12,19-tetrazatricyclo[12.3.1.14,8]nonadeca-1(18),4,6,8(19),14,16-hexaen-13-one CC1(CCCC=C1C=1N=C2NS(C=3C=CC=C(C(N[C@@H](COC(C1)=N2)CC(C)C)=O)C3)(=O)=O)C